[Na+].[Na+].O[B-]1(CCC=2C=CC(=C(C2O1)C(=O)O)OC1CN(C1)C(CC1NCCCC1)=O)O.O[B-]1(CCC=2C=CC(=C(C2O1)C(=O)O)OC1CN(C1)C(CC1NCCCC1)=O)O 4,4-dihydroxy-8-({1-[(piperidin-2-yl)acetyl]azetidin-3-yl}oxy)-5-oxa-4-boranuidabicyclo[4.4.0]deca-1(6),7,9-triene-7-carboxylic acid disodium salt